C1=CC=CCCC=C1 1,3,7-cyclooctatriene